FC1(C2CN(C(C1)C2)CC2=CC1=C(C(N(C=C1C(F)(F)F)C1=CC(=CC=C1)C1(CCC1)C1=NN=CN1C)=O)N2)F 2-[(5,5-difluoro-2-azabicyclo[2.2.1]heptane-2-yl)methyl]-6-[3-[1-(4-methyl-1,2,4-triazol-3-yl)cyclobutyl]phenyl]-4-(trifluoromethyl)-1H-pyrrolo[2,3-c]pyridin-7-one